(Cyclopentadienyl)tin C1(C=CC=C1)[Sn]